4-nitrophenyl cis-3-((1-methyl-2,2-dioxido-1,3-dihydrobenzo[c]isothiazol-5-yl) amino)-5-(3-(((4-nitrophenoxy) carbonyl) oxy) cyclopentyl)-1H-pyrazole-1-carboxylate CN1S(CC2=C1C=CC(=C2)NC2=NN(C(=C2)[C@@H]2C[C@@H](CC2)OC(=O)OC2=CC=C(C=C2)[N+](=O)[O-])C(=O)OC2=CC=C(C=C2)[N+](=O)[O-])(=O)=O